1-[4-n-propoxypiperidinamido] (2E,4E,6E,8E,10E,12E,14E,16Z,18E)-4,8,13,17-tetramethylicosa-2,4,6,8,10,12,14,16,18-nonaenedioate C/C(/C=C/C(=O)ONC(=O)N1CCC(CC1)OCCC)=C\C=C\C(=C\C=C\C=C(\C=C\C=C(/C=C/C(=O)[O-])\C)/C)\C